2-(2'-hydroxy-3',5'-di-pentanylphenyl)benzotriazole OC(CC=1C=C(C=C(C1)N1N=C2C(=N1)C=CC=C2)CCCCC)CCC